2-(1H-pyrrolo[2,3-b]pyridin-4-yl)-7H-pyrrolo[2,3-d]pyrimidine-7-sulfonamide N1C=CC=2C1=NC=CC2C=2N=CC1=C(N2)N(C=C1)S(=O)(=O)N